1-(4-Aminophenyl)ethanol NC1=CC=C(C=C1)C(C)O